2-(N-methyltetradecylamino)acetic acid CN(CC(=O)O)CCCCCCCCCCCCCC